4-(3,5-dimethylpiperidin-4-yl)-2-(2,6-dioxopiperidin-3-yl)-7-fluoroisoindoline-1,3-dione CC1CNCC(C1C1=C2C(N(C(C2=C(C=C1)F)=O)C1C(NC(CC1)=O)=O)=O)C